ClC=1N=C(N=NC1C#N)N1CC(CCC1)N1C(N(CC1)C1CCCC1)=O 5-chloro-3-(3-(3-cyclopentyl-2-oxoimidazolin-1-yl)piperidin-1-yl)-1,2,4-triazin-6-carbonitrile